N-(methyl(oxo)(pyridin-2-yl)-λ6-sulfaneylidene)-5-(5-(trifluoromethyl)-1,2,4-oxadiazol-3-yl)picolinamide CS(=NC(C1=NC=C(C=C1)C1=NOC(=N1)C(F)(F)F)=O)(C1=NC=CC=C1)=O